N-(2-methoxyphenyl)-1,5,7-trimethyl-4-oxo-4,5-dihydro-1H-pyrrolo[3,2-c]pyridine-3-carboxamide COC1=C(C=CC=C1)NC(=O)C1=CN(C2=C1C(N(C=C2C)C)=O)C